BrC(C(O)([2H])[2H])([2H])[2H] 2-bromo-1,1,2,2-tetradeuterio-ethanol